S-{2-[(3-Aminopropyl){(1R)-1-[1-benzyl-4-(2,5-difluorophenyl)-1H-pyrrol-2-yl]-2,2-dimethylpropyl}amino]-2-oxoethyl}-N-[(2,5-dioxo-2,5-dihydro-1H-pyrrol-1-yl)acetyl]-L-cysteine NCCCN(C(CSC[C@H](NC(CN1C(C=CC1=O)=O)=O)C(=O)O)=O)[C@H](C(C)(C)C)C=1N(C=C(C1)C1=C(C=CC(=C1)F)F)CC1=CC=CC=C1